CN1C(C=C(C=C1)[C@H]1CNC2(CC2)C1)=O (S)-1-methyl-4-(4-azaspiro[2.4]hept-6-yl)pyridin-2(1H)-one